2,5-dioxopyrrolidin-1-yl (tert-butoxycarbonyl)-L-leucinate C(C)(C)(C)OC(=O)N[C@@H](CC(C)C)C(=O)ON1C(CCC1=O)=O